N,N'-bis(2,6-di-t-butylphenyl)thiourea C(C)(C)(C)C1=C(C(=CC=C1)C(C)(C)C)NC(=S)NC1=C(C=CC=C1C(C)(C)C)C(C)(C)C